S1N=C(C2=C1C=CC=C2)COC=2C=CC(=C1CCN([C@@H](C21)CN2C(CCC2)=O)C(=O)[C@H]2[C@H](CCCC2)C(=O)OCC2=C(C=C(C=C2)OC)OC)Cl 2,4-Dimethoxybenzyl (1S,2R)-2-((S)-8-(benzo[d]isothiazol-3-ylmethoxy)-5-chloro-1-((2-oxopyrrolidin-1-yl) methyl)-1,2,3,4-tetrahydroisoquinoline-2-carbonyl)-cyclohexane-1-carboxylate